C(C1=CC=CC=C1)N1N=C2C(=C1Cl)CN(C2=O)[C@@H]2C(N(C1=C(OC2)C=CC(=C1)N1CC2(C1)CCOCC2)C)=O (S)-3-(2-benzyl-3-chloro-6-oxo-2,6-dihydropyrrolo[3,4-c]pyrazol-5(4H)-yl)-5-methyl-7-(7-oxa-2-azaspiro[3.5]non-2-yl)-2,3-dihydrobenzo[b][1,4]oxazepin-4(5H)-one